CC(C[C@@H](C(=O)NCC(=O)OC(C)(C)C)NC(NC1=CC=C(C=C1)C(F)(F)F)=O)C tert-butyl {[(2S)-4-methyl-2-({[4-(trifluoromethyl)phenyl]carbamoyl}amino)pentanoyl]amino}acetate